[N+](=O)([O-])N1CN(CN(CN(C1)[N+](=O)[O-])[N+](=O)[O-])[N+](=O)[O-] Octahydro-1,3,5,7-tetranitro-1,3,5,7-tetrazocine